2-(2,6-dioxopiperidin-3-yl)-5-((5-(4-((1-(2-(isoquinolin-6-ylamino)-5-methylpyridin-4-yl)azetidin-3-yl)oxy)piperidin-1-yl)pentyl)oxy)isoindoline-1,3-dione O=C1NC(CCC1N1C(C2=CC=C(C=C2C1=O)OCCCCCN1CCC(CC1)OC1CN(C1)C1=CC(=NC=C1C)NC=1C=C2C=CN=CC2=CC1)=O)=O